FC(CC=1C=C2C(=NC=NC2=CC1)N[C@H]1CNCC1)(F)F |r| (RS)-3-((6-(2,2,2-trifluoroethyl)quinazolin-4-yl)amino)pyrrolidin